(2S,3S)-3-((2-(5-fluoro-1-p-toluenesulfonyl-1H-pyrrolo[2,3-b]pyridin-3-yl)imidazo[2,1-f][1,2,4]triazin-4-yl)amino)bicyclo[2.2.2]octane-2-carboxylic acid ethyl ester C(C)OC(=O)[C@H]1C2CCC([C@@H]1NC1=NC(=NN3C1=NC=C3)C3=CN(C1=NC=C(C=C13)F)S(=O)(=O)C1=CC=C(C)C=C1)CC2